3,6-dimethylhept-4-enal CC(CC=O)C=CC(C)C